OC1(COC1)C1=CC=C(C=C1)C(=O)N1CCC(CCC1)OC1=CC=C(C=C1)C(F)(F)F (4-(3-hydroxyoxetan-3-yl)phenyl)(4-(4-(trifluoromethyl)phenoxy)azepan-1-yl)methanone